1-aminofluorene NC1=CC=CC=2C3=CC=CC=C3CC12